C(C)(C)(C)S(=O)\N=C\C1=C(C(=O)N(C)C)C=C(N=C1Cl)N1[C@@H](CCC1)C 3-((E)-((tert-butylsulfinyl)imino)methyl)-2-chloro-N,N-dimethyl-6-((R)-2-methylpyrrolidine-1-yl)isonicotinamide